7-bromo-5-chloro-2-(1-ethyl-3-methyl-1H-pyrazol-4-yl)[1,2,4]triazolo[1,5-c]quinazoline BrC1=CC=CC=2C=3N(C(=NC12)Cl)N=C(N3)C=3C(=NN(C3)CC)C